ClC1=CC=C(C=C1)C=1N(C2=CC=C(C=C2C1C)O)CC1=CC=C(C=C1)OCCOCCOCCOCC(=O)OCC ethyl 1-(4-[[2-(4-chlorophenyl)-5-hydroxy-3-methyl-1H-indol-1-yl] methyl] phenyl)-1,4,7,10-tetraoxadodecan-12-oate